[Na].O=N[C@@H]([C@@H](C)CC)C(=O)O |r| racemic-ketoisoleucine sodium